6-(Azetidin-1-yl)-N-(6,7-dihydro-5H-pyrazolo[5,1-b][1,3]oxazine-3-sulfonyl)-4-fluoro-1-benzofuran-2-carboxamide N1(CCC1)C1=CC2=C(C=C(O2)C(=O)NS(=O)(=O)C=2C=NN3C2OCCC3)C(=C1)F